(E)-N-((1,2,3,5,6,7-hexahydro-s-indacen-4-yl)carbamoyl)-3-((1-methylpiperidin-4-yl)amino)prop-1-ene-1-sulfonamide C1CCC2=C(C=3CCCC3C=C12)NC(=O)NS(=O)(=O)\C=C\CNC1CCN(CC1)C